2,2-Bis-(4-hydroxycyclohexyl)-propan OC1CCC(CC1)C(C)(C)C1CCC(CC1)O